BrC=1C=CC=2N(C3=CC=C(C=C3C2C1)C1=CC=C(C=C1)C=C)C1=CC=C(C=C1)C=C 3-bromo-6,9-bis(4-vinylphenyl)-9H-carbazole